N1C[C@@H](CCCC1)OC=1C=C2CN(C(C2=CC1)=O)C1C(NC(CC1)=O)=O 3-(5-(((R)-azepan-3-yl)oxy)-1-oxoisoindolin-2-yl)piperidine-2,6-dione